CN(C(OC(C)(C)C)=O)CCOCCOCCOCCOCCOCCOCCNS(=O)(=O)C1=CC=C(C=C1)NC(C(F)(F)F)=O tert-butyl N-methyl-N-[2-[2-[2-[2-[2-[2-[2-[[4-[(2,2,2-trifluoroacetyl)amino]phenyl]sulfonylamino]ethoxy]ethoxy]ethoxy]ethoxy]ethoxy]ethoxy]ethyl]carbamate